OC1=C(C=CC=C1)C1=CC=CC=C1 2-(2-hydroxyphenyl)benzene